N-octyl-N',N'-diethylurea C(CCCCCCC)NC(=O)N(CC)CC